P(=O)(O)(O)OC[C@@H]1[C@H](C[C@@H](O1)N1C(=O)NC(=O)C(=C1)CN=[N+]=[N-])O 5-Azidomethyl-2'-deoxyuridine-5'-monophosphate